OC=1C(=NC=C(C1)C=1C=NN(C1)C1=CC=CC=C1)C(=O)NCC(C(=O)[O-])(C)C 3-(3-hydroxy-5-(1-phenyl-1H-pyrazol-4-yl) picolinamido)-2,2-dimethylpropionate